C(N)(=O)C=1C=C(C=CC1)NC(C1=C(C=C(C=C1)C(F)(F)F)OC1=C(C=C(C=C1)Cl)OC)=O N-(3-carbamoylphenyl)-2-[4-chloro-2-(methoxy)phenoxy]-4-(trifluoromethyl)benzamide